FC(OC1C[C@H](CC1)C=1C=C(C=CC1)C1=C(N=C(S1)N)C1=C(C=CC=C1)C(F)(F)F)(F)F 5-(3-((1S)-3-(trifluoromethoxy)cyclopentyl)phenyl)-4-(2-(trifluoromethyl)phenyl)thiazol-2-amine